1-((1R*,5S*,9R*)-9-(3,5-bis(trifluoromethyl)phenyl)-4-oxa-1,3-diazabicyclo[3.3.1]non-6-en-3-yl)-2-phenylethan-1-one FC(C=1C=C(C=C(C1)C(F)(F)F)[C@H]1N2CN(O[C@H]1C=CC2)C(CC2=CC=CC=C2)=O)(F)F |o1:12,17|